NCC1(C2CCN(CC12)C(=O)OC(C)(C)C)C1=CSC=C1 tert-Butyl 7-(aminomethyl)-7-(thiophen-3-yl)-3-azabicyclo[4.1.0]heptane-3-carboxylate